4-Chloro-N-[4-((3RS,4RS)-4-fluoro-pyrrolidin-3-yl)-phenyl]-benzamid ClC1=CC=C(C(=O)NC2=CC=C(C=C2)[C@@H]2CNC[C@@H]2F)C=C1 |r|